CC1NCCC=2C1=NN(C2C2=CC=CC=C2)C2=CC=CC=C2 7-Methyl-2,3-diphenyl-2,4,5,7-tetrahydro-6H-pyrazolo[3,4-c]pyridin